tert-butyl O2-methyl (2S,4R)-4-tetrahydropyran-2-yloxypyrrolidine-1,2-dicarboxylate O1C(CCCC1)O[C@@H]1C[C@H](N(C1)C(=O)OC(C)(C)C)C(=O)OC